BrC/C=C/COCC1=CC=CC=C1 (E)-(((4-bromobut-2-en-1-yl)oxy)methyl)benzene